5-(5-amino-7-(4-fluorophenyl)-2-((3-fluoropyridin-2-yl)methyl)-[1,2,4]triazolo[1,5-c]pyrimidin-8-yl)-1-cyclopropylpyridin-2(1H)-one NC1=NC(=C(C=2N1N=C(N2)CC2=NC=CC=C2F)C=2C=CC(N(C2)C2CC2)=O)C2=CC=C(C=C2)F